(R)-N-(5-(difluoromethyl)-2,3-dihydro-1H-inden-1-yl)-6-methylimidazo[1,2-a]pyridine-3-carboxamide FC(C=1C=C2CC[C@H](C2=CC1)NC(=O)C1=CN=C2N1C=C(C=C2)C)F